BrC=1C=CC=C2C=CC=C(C12)[N-]O 8-Bromo-N-hydroxy-1-naphthylamide